FC1=CC=C(CNP(OCC)(=O)CC2=CC=C(C=C2)C2=NOC(=N2)C(F)(F)F)C=C1 ethyl N-(4-fluorobenzyl)-P-(4-(5-(trifluoromethyl)-1,2,4-oxadiazol-3-yl)benzyl)phosphonamidate